3-(perfluorobutyl)propanol ethyl-hydrogenphosphonate (ethyl-hydrogenphosphonate) C(C)P(O)(O)=O.C(C)P(O)(O)=O.FC(C(C(C(F)(F)F)(F)F)(F)F)(CCCO)F